3-(5-((4-(4'-fluoro-[1,1'-biphenyl]-2-carbonyl)piperazin-1-yl)methyl)-1-oxoisoindolin-2-yl)piperidine-2,6-dione FC1=CC=C(C=C1)C=1C(=CC=CC1)C(=O)N1CCN(CC1)CC=1C=C2CN(C(C2=CC1)=O)C1C(NC(CC1)=O)=O